NC1=C(C2=C(S1)C(C(CC2)(CCC2=NOC=C2)CC2CC2)=O)C(=O)O 2-Amino-6-(cyclopropylmethyl)-6-(2-(isoxazol-3-yl)ethyl)-7-oxo-4,5,6,7-tetrahydrobenzo[b]thiophene-3-carboxylic acid